The molecule is a peptide zwitterion obtained by transfer of a proton from the carboxy to the amino terminus of mersacidin. Major species at pH 7.3. It is a tautomer of a mersacidin. CC[C@@H](C)[C@H]1C(=O)N/C=C/S[C@H](C2C(=O)NC(=C)C(=O)N[C@H](C(=O)N[C@@H](CS[C@H]([C@H](C(=O)N[C@H](C(=O)N2)CC(C)C)NC(=O)[C@@H]3CS[C@H]([C@H](C(=O)N[C@H](C(=O)N4CCC[C@H]4C(=O)NCC(=O)NCC(=O)NCC(=O)NCC(=O)N[C@H](C(=O)N3)C(C)C)CC(C)C)NC(=O)[C@H](CC5=CC=CC=C5)NC(=O)[C@H]6[C@@H](SC[C@@H](C(=O)N6)[NH3+])C)C)C)C(=O)N1)CCC(=O)[O-])C